CC=1C(=NC(=CC1C#CC1CCN(CC1)C(=O)OC(C)(C)C)C)C(=O)O.OC1OC2=CC=CC=C2CC1C1=C(C(=C(C=C1)OC)OC)O 2,2'-dihydroxy-3',4'-dimethoxyisoflavane Methyl-4-((1-(tert-butoxycarbonyl)piperidin-4-yl)ethynyl)-6-methylpicolinate